C(C)(C)(C)C1=CC=C(C=C1)C(C(=O)OC)\C=C\C(C1=CC=CC=C1)=O (E)-2-(4-(tert-butyl)phenyl)-1-methoxy-1,5-dioxo-5-phenylpent-3-ene